(2S,3S)-N-[(1S)-1-cyano-2-[4-(3-methyl-2-oxo-1,3-benzoxazol-5-yl)phenyl]ethyl]-2-methylpiperidine-3-carboxamide C(#N)[C@H](CC1=CC=C(C=C1)C=1C=CC2=C(N(C(O2)=O)C)C1)NC(=O)[C@@H]1[C@@H](NCCC1)C